CC=1C=CC(=C(C1)C(=O)N1N(CCC1)CC1=CC2=C(N=C(S2)C)C=C1)N1N=CC=N1 (5-methyl-2-(2H-1,2,3-triazol-2-yl)phenyl)(2-((2-methylbenzo[d]thiazol-6-yl)methyl)pyrazolidin-1-yl)methanone